C(C)[V](NC)(CC)(CC)CC tetraethylmethylaminovanadium